tert-butyl methyl(1-(5-(trifluoromethyl)thiazol-2-yl)piperidin-4-yl)carbamate CN(C(OC(C)(C)C)=O)C1CCN(CC1)C=1SC(=CN1)C(F)(F)F